CN([C@@H]1C(/C(/C([C@]2(C(C3=C(C4=C(C=CC=C4[C@@]([C@H]3C[C@@H]12)(C)O)O)O)=O)O)=O)=C(\NCN1CCCC1)/O)=O)C (2Z,4S,4aS,5aS,6S,12aS)-4-Dimethylamino-6,10,11,12a-tetrahydroxy-2-[hydroxy-(pyrrolidin-1-ylmethylamino)methylidene]-6-methyl-4,4a,5,5a-tetrahydrotetracene-1,3,12-trione